C(#N)C1(CC1)NS(=O)(=O)C=1C=C(C=2N(C1)C(=CN2)C=2SC(=NN2)C(F)F)N2C[C@@H]1COCCN1[C@H](C2)C N-(1-cyanocyclopropyl)-3-(5-(difluoromethyl)-1,3,4-thiadiazol-2-yl)-8-((6S,9aR)-6-methylhexahydropyrazino[2,1-c][1,4]oxazin-8(1H)-yl)imidazo[1,2-a]pyridine-6-sulfonamide